(4-((6,7-dimethoxy-4-oxo-3,4-dihydrophthalazin-1-yl)methyl)phenyl)(methyl)carbamic acid tert-butyl ester C(C)(C)(C)OC(N(C)C1=CC=C(C=C1)CC1=NNC(C2=CC(=C(C=C12)OC)OC)=O)=O